1,3-bis(3-methoxypropyl)-2-methylimidazolium acetate C(C)(=O)[O-].COCCCN1C(=[N+](C=C1)CCCOC)C